2-(tert-butyl)-7-cyclobutyloxyimidazo[1,2-a]Pyridine-6-carboxylic acid methyl ester COC(=O)C=1C(=CC=2N(C1)C=C(N2)C(C)(C)C)OC2CCC2